C(C1=CC=CC=C1)OCC1=NN(C(N1CC)=O)C1=CC(=C(C(=O)OC)C=C1F)Br Methyl 4-(3-((benzyloxy)methyl)-4-ethyl-5-oxo-4,5-dihydro-1H-1,2,4-triazol-1-yl)-2-bromo-5-fluorobenzoate